ClC=1C=NC=C(C1[C@@H](C)OC=1C=C2C(=NNC2=CC1)C=1C=CC(=NC1)NC(CN(C)C)=O)Cl N-[5-[5-[(1R)-1-(3,5-dichloro-4-pyridyl)ethoxy]-1H-indazol-3-yl]-2-pyridyl]-2-(dimethylamino)-acetamide